COC([C@@H](NC([C@@H](NC(=O)OC(C)(C)C)[C@@H](C)CC)=O)CSC)=O N-((tert-butoxycarbonyl)-L-isoleucyl)-S-methyl-L-cysteine methyl ester